(3-nitropyrazol-1-yl)-1-pyrrolidin-1-yl-propan-1-one [N+](=O)([O-])C1=NN(C=C1)C(C(=O)N1CCCC1)C